(S)-methyl 2-(1-(tert-butoxycarbonyl)piperidin-3-yl)-1-(cyclopropylmethyl)-3-fluoro-7-(4,4,5,5-tetramethyl-1,3,2-dioxaborolan-2-yl)-1H-indole-5-carboxylate C(C)(C)(C)OC(=O)N1C[C@H](CCC1)C=1N(C2=C(C=C(C=C2C1F)C(=O)OC)B1OC(C(O1)(C)C)(C)C)CC1CC1